NC[C@@]1(OC2=C(C1)C(=C(C=C2)Cl)C2=C(C=CC=C2F)C(CN)N)C2=CC=CC=C2 1-(2-((2S,4S)-2-(aminomethyl)-5-chloro-2-phenyl-2,3-dihydrobenzofuran-4-yl)-3-fluorophenyl)ethane-1,2-diamine